1-(4-(4,4,5,5-tetramethyl-1,3,2-dioxaborolan-2-yl)benzyl)piperidine CC1(OB(OC1(C)C)C1=CC=C(CN2CCCCC2)C=C1)C